[N+](=O)([O-])C1=CC=C(C=C1)S(F)(F)(F)(F)F 1-nitro-4-(pentafluoro-λ6-sulfanyl)benzene